CN(C)CCCCCCCCCCCCCCCCCC N,N-Dimethyloctadecylamine